2,2-Bis(3-(2-propenyl)-4-cyanatophenyl)propan (S)-Tert-butyl-(5,6-diaminohexyl)carbamate C(C)(C)(C)N(C(O)=O)CCCC[C@@H](CN)N.C(C=C)C=1C=C(C=CC1OC#N)C(C)(C)C1=CC(=C(C=C1)OC#N)CC=C